2-acetyl-7-trifluoromethyl-1'-methyl-2H-spiro[benzo[d]isothiazole-3,3'-pyrrolidine]-2',5'-dione 1,1-dioxide C(C)(=O)N1S(C2=C(C=CC=C2C(F)(F)F)C12C(N(C(C2)=O)C)=O)(=O)=O